2,3-dibromo-1-(naphthalen-2-yl)-3-phenylpropan-1-one BrC(C(=O)C1=CC2=CC=CC=C2C=C1)C(C1=CC=CC=C1)Br